bis-(2-methylallyl)cycloocta-1,5-diene ruthenium [Ru].CC(CC1=C(CCC=CCC1)CC(=C)C)=C